ClC=1C=C(CNC2=CC=C(C=C2)C)C=CC1 N-(3-chlorobenzyl)-4-methylaniline